(1S,3S)-N'-n-hexanoyl-1-methyl-2,3,4,9-tetrahydropyridino[3,4-b]indol C(CCCCC)(=O)N1C2=C(C3=CC=CC=C13)CCN[C@H]2C